3,3'-bis(methylamino)-N-methyldipropylamine CNCCCN(C)CCCNC